C(CCCCCCCCCCCC=CCCCCCC)(=O)OCCCCCCCCCCCCCCCCCC(=O)O 18-(eicosa-13-enoyloxy)-octadecanoic acid